C(C)(C)(C)S(=O)(=O)CC=1SC=C(N1)[C@H](CC1=CC=C(C=C1)NS(O)(=O)=O)NC([C@H](CC1=CC=CC=C1)NC(=O)OC)=O 4-{(S)-2-[2-(tert-Butylsulfonylmethyl)thiazol-4-yl]-2-[(S)-2-(methoxycarbonylamino)-3-phenylpropionylamino]Ethyl}phenyl-sulfamic acid